1-(5-tert-butyl-isoxazol-3-yl)-3-[4-(5-methoxy-benzimidazol-1-yl)-phenyl]-urea C(C)(C)(C)C1=CC(=NO1)NC(=O)NC1=CC=C(C=C1)N1C=NC2=C1C=CC(=C2)OC